ClC1=NC=C(C2=CC=C(C=C12)O)C1=C(C#N)C=CC=C1 2-(1-chloro-7-hydroxyisoquinolin-4-yl)benzonitrile